C(C1=CC=CC=C1)N(C(CC(=O)OC(C)(C)C)=O)C=1SC(=C(N1)C1=CC(=C(C=C1)Cl)Cl)CC(C)C tert-butyl 3-(benzyl (4-(3,4-dichlorophenyl)-5-isobutylthiazol-2-yl) amino)-3-oxopropanoate